3-[(Z)-N-(6-aminohexyl)-C-hydroxy-carbonimidoyl]benzoic acid NCCCCCC\N=C(/O)\C=1C=C(C(=O)O)C=CC1